The molecule is an oxo dicarboxylic acid consisting of adipic acid having a single oxo group at the 3-position. It has a role as a bacterial xenobiotic metabolite and a human metabolite. It derives from an adipic acid. It is a conjugate acid of a 3-oxoadipate(2-). C(CC(=O)O)C(=O)CC(=O)O